tert-butyl (R)-2-(hydroxymethyl)-2-methylpyrrolidine-1-carboxylate OC[C@@]1(N(CCC1)C(=O)OC(C)(C)C)C